(3S,5S)-3-cyclopropyl-5-ethyl-1-[6-(2-methyl-2H-imidazol-4-yl)pyrrolo[1,2-b]pyridazin-4-yl]-2-oxopyrrolidine-3-carbonitrile C1(CC1)[C@]1(C(N([C@H](C1)CC)C=1C=2N(N=CC1)C=C(C2)C2=NC(N=C2)C)=O)C#N